N-benzyl-5-(4-methoxyphenyl)pyrazolo[1,5-a]pyrimidin-7-amine C(C1=CC=CC=C1)NC1=CC(=NC=2N1N=CC2)C2=CC=C(C=C2)OC